COC1(CCC(CC1)C12CC(CC(CC1)N2)C(=O)N)C(F)(F)F ((1r,4R)-4-methoxy-4-(trifluoromethyl)cyclohexyl)-8-azabicyclo[3.2.1]octane-3-carboxamide